NCC1=C(CCCC1)CN bis(aminomethyl)cyclohexaneN